NC=1C=C(C=C(C#N)C1)Br 5-amino-3-bromobenzonitrile